ClC=1C(=NC=C(C1)C(F)(F)F)OC=1SC2=C(N1)C=CC(=C2)OC 2-(3-chloro-5-(trifluoromethyl)pyridin-2-yloxy)-6-methoxybenzothiazole